4,4'-(Pyrazine-2,5-diyl)bis[1-(p-tolyl)pyridin-1-ium] dichloride [Cl-].[Cl-].N1=C(C=NC(=C1)C1=CC=[N+](C=C1)C1=CC=C(C=C1)C)C1=CC=[N+](C=C1)C1=CC=C(C=C1)C